CC1=NC(=CC(=C1)CN1N=C2C3=C(CCC2=C1)OC(=C3C)C(=O)OCC)C ethyl 2-[(2,6-dimethylpyridin-4-yl)methyl]-8-methyl-4,5-dihydro-2H-furo[2,3-g]indazole-7-carboxylate